C(#N)C1=C(C=CC=C1)C(C(C)C=1N(C(C(=C(N1)C(=O)NC=1C=NOC1)OC)=O)C)C=1C=NN(C1)C(F)(F)F 2-(1-(2-cyanophenyl)-1-(1-(trifluoromethyl)-1H-pyrazol-4-yl)propan-2-yl)-N-(isoxazol-4-yl)-5-methoxy-1-methyl-6-oxo-1,6-dihydropyrimidine-4-carboxamide